FC(C=1C=C(C=CC1)N1CCC(CC1)C(=O)N1CC2(CCN(C2)C(=O)OC(C)(C)C)CC1)(F)F tert-butyl 7-(1-(3-(trifluoromethyl)phenyl)piperidine-4-carbonyl)-2,7-diazaspiro[4.4]nonane-2-carboxylate